C(C)(C)(C)C1=NN(C(=C1)NC(=O)NC1=C(C=C(C=C1)OC1=CC(=NC=C1)NC)F)C=1C=C2C=CC=NC2=CC1 1-(3-tert-butyl-1-(quinolin-6-yl)-1H-pyrazol-5-yl)-3-(2-fluoro-4-(2-(methylamino)pyridin-4-yloxy)phenyl)urea